ClC=1C=C2C(=NC(=NC2=C(C1C1=C(C=CC=C1C)F)F)OC[C@H]1N(CCC1)C)N1CC2CCC(C1)N2 6-chloro-4-{3,8-diazabicyclo[3.2.1]octan-3-yl}-8-fluoro-7-(2-fluoro-6-methylphenyl)-2-{[(2S)-1-methylpyrrolidin-2-yl]methoxy}quinazoline